3-chloro-N-[1-[3-(6-hydroxypyridazin-3-yl)pyrazin-2-yl]ethyl]-5-(trifluoromethyl)benzamide ClC=1C=C(C(=O)NC(C)C2=NC=CN=C2C=2N=NC(=CC2)O)C=C(C1)C(F)(F)F